CC1=C(C(=O)NC2=NNC(=C2)F)C(=CC=C1)C 2,6-dimethyl-N-(5-fluoro-1H-pyrazol-3-yl)benzamide